Methyl-(S,E)-(7-(dimethylamino)-1,7-dioxo-1-((2-oxo-1-((7-(1,1,2,2-tetrafluoroethoxy)benzo[d]thiazol-2-yl)methyl)-1,2-dihydropyridin-3-yl)amino)hept-5-en-2-yl)carbamat COC(N[C@H](C(NC=1C(N(C=CC1)CC=1SC2=C(N1)C=CC=C2OC(C(F)F)(F)F)=O)=O)CC\C=C\C(=O)N(C)C)=O